C1(CCC1)C=1C(=NN(C1NC(OC1CC(C1)(F)F)=O)C)C1CCC(CC1)(F)F 3,3-difluorocyclobutyl (4-cyclobutyl-3-(4,4-difluorocyclohexyl)-1-methyl-1H-pyrazol-5-yl)carbamate